2,8-dihydro-9H-2,3,5,8-tetraazabenzo[cd]azulen-9-one C=1NC2=C3C(C=CNC(C13)=O)=NC=N2